CC(C)C(CC)NCCCCCCCN N-(2-methylpentane-3-yl)heptane-1,7-diamine